3-[1-[[3,5-bis(trifluoromethyl)benzoyl]amino]ethyl]pyrazine-2-carboxylic acid FC(C=1C=C(C(=O)NC(C)C=2C(=NC=CN2)C(=O)O)C=C(C1)C(F)(F)F)(F)F